C(C)N(CC)C1=C(C(=C(C(=O)O)C=C1)C(C1=CC=CC=C1)=O)O N,N-diethylamino-hydroxybenzoyl-benzoic acid